NCCC(=O)N[C@@H](C(C)C)C(=O)N[C@@H](CCCNC(N)=O)C(=O)NC1=CC=C(C=C1)CC(=O)OC beta-alanyl-L-valyl-N5-carbamoyl-N-[4-(2-methoxy-2-oxoethyl)phenyl]-L-ornithinamide